C(CCCCCCCCC(=O)OC1C(N(C(CC1)(C)C)OCCCCCCCC)(C)C)(=O)OC1C(N(C(CC1)(C)C)OCCCCCCCC)(C)C bis-(1-octyloxy-2,2,6,6-tetramethylpiperidyl) sebacate